(S)-Tetrahydroisoquinoline C1NCCC2=CC=CC=C12